C1(=CC=CC=C1)NC[SiH2]C(OC)OC (N-phenyl)aminomethyl-dimethoxymethylsilane